N-(3-(cyclopentylsulfonyl)-4-methylphenyl)-6-((1,3-dihydroxy-2-methylpropan-2-yl)amino)-2-(6-azaspiro[2.5]octan-6-yl)nicotinamide C1(CCCC1)S(=O)(=O)C=1C=C(C=CC1C)NC(C1=C(N=C(C=C1)NC(CO)(CO)C)N1CCC2(CC2)CC1)=O